tin-arsenic [As].[Sn]